ClC1=CC=C(C=C1)C=1C(CCN(N1)C(=O)NS(=O)(=O)C1=CC=C(C=C1)Cl)C1=CC=CC=C1 6-(4-chlorophenyl)-N-(4-chlorophenyl)sulfonyl-5-phenyl-4,5-dihydro-3H-pyridazine-2-carboxamide